3-(5-(4,7-difluoroisoindoline-2-carbonyl)-1-oxoisoindolin-2-yl)piperidine-2,6-dione FC1=C2CN(CC2=C(C=C1)F)C(=O)C=1C=C2CN(C(C2=CC1)=O)C1C(NC(CC1)=O)=O